2-amino-4-methyl-phenylboronic acid NC1=C(C=CC(=C1)C)B(O)O